tert-butyl 4-[4-(4-{1-[(tert-butoxy)carbonyl]-1,2,3,6-tetrahydropyridin-4-yl}-2-methylbenzamido)-2-fluorophenyl]-1,2,3,6-tetrahydropyridine-1-carboxylate C(C)(C)(C)OC(=O)N1CCC(=CC1)C1=CC(=C(C(=O)NC2=CC(=C(C=C2)C=2CCN(CC2)C(=O)OC(C)(C)C)F)C=C1)C